FC1(CCC(CC1)[C@@H](C(=O)N1CCN(CC1)C(=O)C=1N(C2=CC(=CC=C2C1)OC)C)NC([C@H](C)NC)=O)F (S)-N-((S)-1-(4,4-difluorocyclohexyl)-2-(4-(6-methoxy-1-methyl-1H-indole-2-carbonyl)piperazin-1-yl)-2-oxoethyl)-2-(methylamino)propanamide